FC1=C(C=CC(=C1)[N+](=O)[O-])N1CCN(CC1)C(=O)C1=C(OC=2N=CN=C(C21)NC2(CC2)C)C 5-[4-(2-fluoro-4-nitrophenyl)piperazine-1-carbonyl]-6-methyl-N-(1-methylcyclopropyl)furo[2,3-d]pyrimidin-4-amine